C1(=CC=CC=C1)OC(=O)N(N(OC(C)(C)C)C(=O)OC1=CC=CC=C1)OC(C)(C)C N,N'-diphenyloxycarbonyl-N,N'-di-tert-butoxyhydrazine